C(N)(=O)C1=CC=C(OCC=2C3=C(SC2C(=O)O)C(=CC=C3F)F)C=C1 3-((4-Carbamoylphenoxy)methyl)-4,7-difluorobenzo[b]thiophene-2-carboxylic acid